N-((5-(2-((6-chloro-5-fluoro-2-methylquinazolin-4-yl)thio)acetyl)thiophen-2-yl)methyl)-2-hydroxyacetamide ClC=1C(=C2C(=NC(=NC2=CC1)C)SCC(=O)C1=CC=C(S1)CNC(CO)=O)F